FC1(CCN(CC1)C=1C=C(C=CC1OC)NC(C1=C(C=C(C=C1)I)N1CCC2(CC3(CC3)C2)CC1)=O)F N-(3-(4,4-difluoropiperidin-1-yl)-4-methoxyphenyl)-2-(8-azadispiro[2.1.55.13]undecan-8-yl)-4-iodobenzamide